C(C(C)CCC[C@@H](C)[C@H]1CC[C@H]2[C@@H]3CCC4CCCC[C@]4(C)[C@H]3CC[C@]12C)OC1=CC(=CC(=C1)N)N cholest-anoxy-3,5-diaminobenzene